O.O.O.C(CCC)(=O)O n-butyric acid trihydrate